ClC=1C=C(C=CC1)C#C\C=C/1\C(CN(CC1)C(=O)C1=CC(=CC=C1)OC)(C)C {(4E)-4-[3-(3-chlorophenyl)prop-2-yn-1-ylidene]-3,3-dimethylpiperidin-1-yl}(3-methoxyphenyl)methanone